FC(C(=O)O)(F)F.ClC1=C(C=CC=C1C=1C=CC=C2C=NN(C12)C)[C@@]1(CC(N(C(N1)=N)[C@@H]1C[C@@H](OCC1)C)=O)C (6S)-6-[2-Chloro-3-(1-methyl-indazol-7-yl)phenyl]-2-imino-6-methyl-3-[(2S,4S)-2-methyl-tetrahydropyran-4-yl]hexahydro-pyrimidin-4-one trifluoroacetic acid salt